(1R,2S,5S)-N-[cyano-[4-(3-pyridyl)-3-pyridyl]methyl]-3-[(2S)-3,3-dimethyl-2-[(2,2,2-trifluoroacetyl)amino]butanoyl]-6,6-dimethyl-3-azabicyclo[3.1.0]hexane-2-carboxamide C(#N)C(NC(=O)[C@@H]1[C@H]2C([C@H]2CN1C([C@H](C(C)(C)C)NC(C(F)(F)F)=O)=O)(C)C)C=1C=NC=CC1C=1C=NC=CC1